2-amino-3-(2,6-dioxo-1,2,3,6-tetrahydropyrimidin-4-yl)propanoic acid NC(C(=O)O)CC=1NC(NC(C1)=O)=O